ClC1=NN(C(=C1C=O)C1CC1)CC 3-chloro-5-(cyclopropyl)-1-ethyl-1H-pyrazole-4-carbaldehyde